Methyl 3-methyl-4-(4,4,5,5-tetramethyl-1,3,2-dioxaborolan-2-yl)benzoate CC=1C=C(C(=O)OC)C=CC1B1OC(C(O1)(C)C)(C)C